2-(2-((3R,4R)-3-Amino-4-fluoropiperidin-1-yl)-6-fluoro-1H-benzo[d]imidazol-1-yl)-N-(3,3,3-trifluoropropyl)acetamid N[C@@H]1CN(CC[C@H]1F)C1=NC2=C(N1CC(=O)NCCC(F)(F)F)C=C(C=C2)F